C(C)O[C@H](C(=O)O)CC1=CC=C(C=C1)OCCN1C(=CC=C1C1=CC=C(C=C1)SC)C.[Mg] Magnesium (S)-2-ethoxy-3-(4-(2-(2-methyl-5-(4-(methylthio)phenyl)-1H-pyrrol-1-yl)ethoxy)phenyl)propionic acid